ethyl 8-methyl-2-[(2-methylpyridin-4-yl)methyl]-4,5-dihydro-2H-furo[2,3-g]indazole-7-carboxylate CC1=C(OC=2CCC3=CN(N=C3C21)CC2=CC(=NC=C2)C)C(=O)OCC